(S)-3-(4-fluoro-2-methoxyphenoxy)-5-methoxy-N-(3-(S-methylsulfonimidoyl)phenyl)-6-(trifluoromethyl)pyridazine-4-carboxamide FC1=CC(=C(OC=2N=NC(=C(C2C(=O)NC2=CC(=CC=C2)[S@](=O)(=N)C)OC)C(F)(F)F)C=C1)OC